FC=1C(=C(C=C(C1)F)[Ir+]C=1C(NC=CC1)=C=O)C1=NC=CC=C1 3,5-difluoro-2-(2-pyridinyl)phenyl-(2-carbonylpyridinyl)iridium (III)